FC(CCC1=C(N=CC(=N1)N1CCC(CC1)C(=O)OCC)I)(C)F ethyl 1-(6-(3,3-difluorobutyl)-5-iodopyrazin-2-yl)piperidine-4-carboxylate